C(C)(C)C(C(=O)N)CC(CC)(CC)CC 2-isopropyl-triethylbutyramide